CCCCCCCCCC=O n-decaldehyde